C1(=CC=CC=C1)NC1=CC=C(C=C1)NC1=CC=CC=C1 N,N'-di-phenyl-1,4-phenylenediamine